C(=CCC\C=C\CCCCC)OCCC1=CC=CC=C1 (2-(((5E)-undec-1,5-dien-1-yl)oxy)ethyl)benzene